(6-methoxy-3-(2-(2,2,2-trifluoroethoxy)-5-(trifluoromethyl)pyrimidin-4-yl)-1H-indol-7-yl)dimethylphosphine oxide COC1=CC=C2C(=CNC2=C1P(C)(C)=O)C1=NC(=NC=C1C(F)(F)F)OCC(F)(F)F